NC1=NC=CC=C1C1=NC=2C(=NC(=CC2)C2=CC=CC=C2)N1C=1C=C2CC[C@@H](C2=CC1)NC(C1=CC(=C(C=C1)O)C=O)=O N-[(1S)-5-[2-(2-aminopyridin-3-yl)-5-phenylimidazo[4,5-b]pyridin-3-yl]-2,3-dihydro-1H-inden-1-yl]-3-formyl-4-hydroxybenzamide